[4-(2-cyclopentyl-6-fluoro-3H-imidazo[4,5-b]pyridin-7-yl)-1-piperidyl]methanone C1(CCCC1)C1=NC=2C(=NC=C(C2C2CCN(CC2)C=O)F)N1